C1(CC1)C1=C(C(=NO1)C1=C(C=CC=C1Cl)Cl)COC1CCN(CC1)C1=NOC(=C1)C#N 3-(4-((5-cyclopropyl-3-(2,6-dichlorophenyl)isoxazol-4-yl)methoxy)piperidin-1-yl)isoxazole-5-carbonitrile